CC1=C(C(=C(C1([Hf]C=1CC=2C=C3C(=CC2C1CC)C=CC=C3)C)C)C)C pentamethylcyclopentadienyl-(1-ethyl-benz[f]indenyl)hafnium